N1C(=NC2=C1C=CC=C2)[C@@H]2N(CC[C@H](C2)NC(=O)NC2=CC=C(C=C2)C#N)C 1-[(2R,4R)-2-(1H-benzimidazol-2-yl)-1-methylpiperidin-4-yl]-3-(4-cyanophenyl)urea